(2-chloro-4-(ethylthio)phenyl)boronic acid ClC1=C(C=CC(=C1)SCC)B(O)O